[Cl-].[Cl-].[Zr+4].CCCCC=C hex-5-ene zirconium(IV) dichloride